C(C)(=O)N1C(CN(C(C1)=O)C(C)=O)=O 1,4-diacetyl-piperazine-2,5-dione